2-(chloromethyl)-6-chloro-3H-quinazolin-4-one ClCC1=NC2=CC=C(C=C2C(N1)=O)Cl